CN1C=C(C2=CC=CC=C12)C1=NC(=NC=C1F)Cl 1-methyl-3-(5-fluoro-2-chloro-4-pyrimidyl)indole